N1,N1-didodecyl-ethane-1,2-diamine C(CCCCCCCCCCC)N(CCN)CCCCCCCCCCCC